((6-methoxy-2-methyl-1,2,3,4-tetrahydroisoquinolin-7-yl)amino)-N-(methyl-d3)-5-phenylamino-1,2,4-triazine-6-carboxamide COC=1C=C2CCN(CC2=CC1NC=1N=NC(=C(N1)NC1=CC=CC=C1)C(=O)NC([2H])([2H])[2H])C